but-3-yn-1-yl (6-[(([(Z)-(1-methyl-1H-tetrazol-5-yl)(phenyl)methylene] amino) oxy)methyl]pyridin-2-yl)carbamate CN1N=NN=C1\C(\C1=CC=CC=C1)=N/OCC1=CC=CC(=N1)NC(OCCC#C)=O